CSC(=CC(=O)C1=CC=C(C=C1)[N+](=O)[O-])SC 3,3-bis(methylthio)-1-(4-nitrophenyl)prop-2-en-1-one